FC=1C=C2C(C=C(N(C2=C(C1)C)C)CO)=O 6-fluoro-2-(hydroxymethyl)-1,8-dimethylquinolin-4(1H)-one